FC1=CC(=C(C=C1C1=NC(=NC=C1)N1C[C@H](O[C@H](C1)C)C)NC(=O)C1=CNC(C=C1C(F)(F)F)=O)N1C[C@@H](N([C@@H](C1)C)C)C |r| N-[4-fluoro-5-[2-[rac-(2R,6S)-2,6-dimethylmorpholin-4-yl]pyrimidin-4-yl]-2-[rac-(3S,5R)-3,4,5-trimethylpiperazin-1-yl]phenyl]-6-oxo-4-(trifluoromethyl)-1H-pyridine-3-carboxamide